[(2S)-4-[6-chloro-4-(difluoromethyl)pyridazin-3-yl]morpholin-2-yl]methanol ClC1=CC(=C(N=N1)N1C[C@H](OCC1)CO)C(F)F